1-(Cyclopropylimino)-4-(4-(((3R,4R)-4-fluoropyrrolidin-3-yl)amino)-6-methylquinazolin-2-yl)-2,3,4,5-tetrahydrobenzo[f][1,4]thiazepine C1(CC1)N=S1CCN(CC2=C1C=CC=C2)C2=NC1=CC=C(C=C1C(=N2)N[C@@H]2CNC[C@H]2F)C